FC1=C(C(=C(C=C1F)F)F)B(C1=C(C(=CC(=C1F)F)F)F)C1=C(C(=CC(=C1F)F)F)F tris(2,3,5,6-tetrafluoro-phenyl)borane